5-heptanal CCCCC(CC)=O